6-(3-amino-6-bromo-5-fluoropyrazin-2-yl)-7-fluoro-4-methylisoquinolin-1(2H)-one NC=1C(=NC(=C(N1)F)Br)C=1C=C2C(=CNC(C2=CC1F)=O)C